COC(CO)(CO)OC 2,2-Dimethoxypropane-1,3-diol